2-[(2S)-4-[7-(8-chloro-1-naphthyl)-2-[[(2S)-1-methyl-5-oxo-pyrrolidin-2-yl]methoxy]-6,8-dihydro-5H-pyrido[3,4-d]pyrimidin-4-yl]-1-(2-fluoroprop-2-enoyl)piperazin-2-yl]acetonitrile ClC=1C=CC=C2C=CC=C(C12)N1CC=2N=C(N=C(C2CC1)N1C[C@@H](N(CC1)C(C(=C)F)=O)CC#N)OC[C@H]1N(C(CC1)=O)C